(R)-tert-Butyl 3-(2-(tert-butoxycarbonylamino)-3-methoxy-3-oxopropyl)-4-methyl-1H-indole-1-carboxylate C(C)(C)(C)OC(=O)N[C@H](CC1=CN(C2=CC=CC(=C12)C)C(=O)OC(C)(C)C)C(=O)OC